N-(3-hydroxypropyl)-6-methyl-4-[(1-methylcyclopropyl)amino]furo[2,3-d]pyrimidine-5-carboxamide OCCCNC(=O)C1=C(OC=2N=CN=C(C21)NC2(CC2)C)C